C(C)(C)(C)OC(=O)N1C[C@H](CC1)N1C(N(C=2C1=NC=CC2)C2=CC=C(C=C2)C2=CC=C(C=C2)OC)=O (S)-3-(1-(4'-methoxy-[1,1'-biphenyl]-4-yl)-2-oxo-1,2-dihydro-3H-imidazo[4,5-b]pyridin-3-yl)pyrrolidine-1-carboxylic acid tert-butyl ester